C(C)OC1=C(C=CC(=C1F)F)[C@H]1[C@@H](O[C@@]([C@@H]1C)(C(F)(F)F)C)C(=O)NC1=CC(=[N+](C=C1)[O-])C(=O)N (2R,3S,4R,5S)-4-[[3-(2-Ethoxy-3,4-difluoro-phenyl)-4,5-dimethyl-5-(trifluoromethyl)tetrahydrofuran-2-carbonyl]amino]-1-oxido-pyridin-1-ium-2-carboxamid